trans-3-((2-fluoro-4-(trifluoromethyl)phenoxy)methyl)cyclobutyl 6-oxo-7-oxa-2,5-diazaspiro[3.4]octane-2-carboxylate O=C1NC2(CN(C2)C(=O)O[C@@H]2C[C@H](C2)COC2=C(C=C(C=C2)C(F)(F)F)F)CO1